9-(4''-chloro-[1,1':4',1''-terphenyl]-4-yl)-9H-carbazole ClC1=CC=C(C=C1)C1=CC=C(C=C1)C1=CC=C(C=C1)N1C2=CC=CC=C2C=2C=CC=CC12